ClC=1C(=CC(=NC1)NC(=O)C1CC(C1)O)C1=CN=C2N1CC(C2)(C)C N-(5-chloro-4-(6,6-dimethyl-6,7-dihydro-5H-pyrrolo[1,2-a]imidazol-3-yl)pyridin-2-yl)-3-hydroxycyclobutanecarboxamide